C(C)[C@]1(C(OCC=2C(N3CC=4C(=NC=5C=C(C(=C6C5C4[C@](CC6)(COCCO)O)C)F)C3=CC21)=O)=O)O (1R,9S)-9-Ethyl-5-fluoro-1,9-dihydroxy-1-((2-hydroxyethoxy)methyl)-4-methyl-1,2,3,9,12,15-hexahydro-10H,13H-benzo[de]pyrano[3',4':6,7]indolizino[1,2-b]quinoline-10,13-dione